COC1=CC=CC=2C=3N(C(=NC12)N)N=C(N3)CCCNCC3=CC=C(C=C3)S(F)(F)(F)(F)F 7-methoxy-2-(3-((4-(pentafluoro-λ6-sulfaneyl)benzyl)amino)propyl)-[1,2,4]triazolo[1,5-c]quinazolin-5-amine